Tri(4,5-dimethyl-2-hexyl) citrate C(CC(O)(C(=O)OC(C)CC(C(C)C)C)CC(=O)OC(C)CC(C(C)C)C)(=O)OC(C)CC(C(C)C)C